1-ethenyl-N-[(1s,4s)-4-{[6-chloro-2-(trifluoromethyl)quinolin-4-yl]amino}cyclohexyl]-2-oxabicyclo[2.2.2]octane-4-carboxamide C(=C)C12OCC(CC1)(CC2)C(=O)NC2CCC(CC2)NC2=CC(=NC1=CC=C(C=C21)Cl)C(F)(F)F